C1(=CC=CC=C1)S(=O)(=O)NC=1C=C(C=CC1)/C=C/[C@@H](CCOC1=C(C=CC=C1)CCC(=O)O)O 3-[2-[(E,3R)-5-[3-(benzenesulfonylamino)phenyl]-3-hydroxypent-4-enyloxy]phenyl]propionic acid